C(C)(C)(C)OC(=O)N1C(=CC(=C1)O)C(NC1=CC(=C(C=C1)Cl)C(F)(F)F)=O (2s,4r)-2-((4-chloro-3-(trifluoromethyl)phenyl)carbamoyl)-4-hydroxypyrrole-1-carboxylic acid tert-butyl ester